FC=1C=C2C(C=C(N(C2=CC1C(C)(C)O)C)C)=O 6-fluoro-7-(2-hydroxypropane-2-yl)-1,2-dimethylquinolin-4(1H)-one